C(C)(=O)O.FC(C(=O)NC1CNCC(C1)C)(F)F 2,2,2-trifluoro-N-(5-methylpiperidin-3-yl)acetamide, acetic acid salt